[N-]=C=O.C12C3C4C5C3C1C5C24 cubane isocyanate